3-((2,2-difluoro-3-hydroxy-1-oxido-7-(trifluoromethyl)-2,3-dihydrobenzo[b]thiophen-4-yl)oxy)-5-fluorobenzonitrile FC1(C(C2=C(S1=O)C(=CC=C2OC=2C=C(C#N)C=C(C2)F)C(F)(F)F)O)F